chloro-6-cyclopropylnicotinonitrile ClC1=C(C#N)C=CC(=N1)C1CC1